[Si](C)(C)(C(C)(C)C)O[C@H](CN[C@@H]1[C@@H](N(CC1)C(=O)OC(C)(C)C)C)C tert-Butyl (2S,3S)-3-(((S)-2-((tert-butyldimethylsilyl)oxy)propyl)amino)-2-methylpyrrolidine-1-carboxylate